S1C(=NC2=C1C=CC=C2)[C@H](C)[NH-] (S)-N-(1-(benzo[d]thiazol-2-yl)ethyl)-amide